FC(C)(F)C1=NC(=CC(=N1)N1CC2(C=3C=NC(=CC31)NC(C)=O)CC2)NCC(C)OC N-(1'-(2-(1,1-difluoroethyl)-6-((2-methoxypropyl)amino)pyrimidin-4-yl)-1',2'-dihydrospiro[cyclopropane-1,3'-pyrrolo[3,2-c]pyridin]-6'-yl)acetamide